6-chloro-2-{4-[(2-oxa-6-azaspiro[3.3]heptan-6-yl)methyl]anilino}-3-phenylquinazolin-4(3H)-one ClC=1C=C2C(N(C(=NC2=CC1)NC1=CC=C(C=C1)CN1CC2(COC2)C1)C1=CC=CC=C1)=O